ClC=1C=C(C=2N(N1)C(=NN2)C2CC2)NCCCC2=NC=CC=C2 6-chloro-3-cyclopropyl-N-[3-(2-pyridyl)propyl]-[1,2,4]triazolo[4,3-b]pyridazin-8-amine